((S)-4-(7-fluorobenzo[d]oxazol-2-yl)-6,7-dihydro-1H-imidazo[4,5-c]pyridin-5(4H)-yl)(2-((S)-1-hydroxyethyl)-4-methyloxazol-5-yl)methanone FC1=CC=CC=2N=C(OC21)[C@H]2N(CCC1=C2N=CN1)C(=O)C1=C(N=C(O1)[C@H](C)O)C